N1-((3-((6r,9r)-4,4-dimethyl-2-oxaspiro[5.5]undecan-9-yl)-5,5-difluoro-5,6-dihydro-4H-pyrrolo-[1,2-b]pyrazol-2-yl)methyl)-N1,N2-dimethylethane-1,2-diamine CC1(COCC2(C1)CCC(CC2)C2=C1N(N=C2CN(CCNC)C)CC(C1)(F)F)C